C(C)(C)(C)OC(=O)N[C@H](C(=O)O)C1CCCCCC1 (S)-2-((t-butoxycarbonyl)amino)-2-cycloheptylacetic acid